4-(5-Fluorobenzothiazol-2-yl)-2-iodoaniline FC=1C=CC2=C(N=C(S2)C2=CC(=C(N)C=C2)I)C1